6-Methoxy-2-(2-methoxyimidazo[2,1-b][1,3,4]thiadiazol-6-yl)benzofuran COC1=CC2=C(C=C(O2)C=2N=C3SC(=NN3C2)OC)C=C1